C1(CC1)NC(C([C@H](C[C@H]1C(NCCC1)=O)NC(=O)[C@@H]1[C@H]2C([C@H]2CN1C(=O)C=1NC2=CC=CC(=C2C1)OC)(C)C)=O)=O (3S)-N-cyclopropyl-3-{[(1R,2S,5S)-3-(4-methoxy-1H-indole-2-carbonyl)-6,6-dimethyl-3-azabicyclo[3.1.0]hexan-2-yl]formamido}-2-oxo-4-[(3S)-2-oxopiperidin-3-yl]butanamide